[SiH3][O-].[Ni+2].[SiH3][O-] nickel silanolate